3,4-dihydro-2H-1,4-thiazine-carboxamide hydrochloride Cl.S1C(CNC=C1)C(=O)N